C1(CCCC1)N1[C@@H](C(N(C=2C=NC(=NC12)N(C1=C(C=C(C(=O)O)C=C1)OC)C)C)=O)CC (R)-4-((8-cyclopentyl-7-ethyl-5-methyl-6-oxo-5,6,7,8-tetrahydropteridin-2-yl)(methyl)amino)-3-methoxybenzoic acid